CN1CCN(CC1)C1=C2C(=NC=C1)NCC2 4-(4-methylpiperazin-1-yl)-2,3-dihydro-1H-pyrrolo[2,3-b]pyridine